N-(6-iodohexyl)-N1,N1,N6,N6,N6-pentamethylhexane-1,6-diaminium iodide [I-].ICCCCCC[N+](CCCCCC[N+](C)(C)C)(C)C.[I-]